NC(C)(C)C1=CC(=NC(=C1)C1=CC=C(C=C1)F)OC1[C@@H]2CN(C[C@H]12)C(=O)C1=C(N=C(S1)C=1OC(=CN1)C)C ((1R,5S,6s)-6-((4-(2-aminopropan-2-yl)-6-(4-fluorophenyl)pyridin-2-yl)oxy)-3-azabicyclo[3.1.0]hexan-3-yl)(4-methyl-2-(5-methyloxazol-2-yl)thiazol-5-yl)methanone